C1(CC1)CNC1CCC(CC1)N1C(NC2=C1C=C(C(=C2)C=2C=C(C=1N(C2)N=CN1)OC)C)=O 1-((1s,4s)-4-((cyclopropylmethyl)amino)cyclohexyl)-5-(8-methoxy-[1,2,4]triazolo[1,5-a]pyridin-6-yl)-6-methyl-1,3-dihydro-2H-benzo[d]imidazol-2-one